NCCC=1C=C([NH3+])C=CC1 3-(2-aminoethyl)anilinium